[(2R,3R,4R,5R)-4-acetoxy-2-[2-[2-(2-hydroxyethoxy)ethoxy]ethoxy-methyl]-5-[2-(2-methyl-propanoylamino)-6-oxo-1H-purin-9-yl]tetrahydrofuran-3-yl] acetate C(C)(=O)O[C@@H]1[C@H](O[C@H]([C@@H]1OC(C)=O)N1C=2N=C(NC(C2N=C1)=O)NC(C(C)C)=O)COCCOCCOCCO